O1CCN(CC1)C=1C2=C(N=C(N1)N/N=C/C=1C=C(C=CC1)C)SC(=C2)C(=O)N2CCNCC2 [4-morpholino-2-[(2E)-2-(m-tolylmethylene)hydrazino]thieno[2,3-d]pyrimidin-6-yl]-piperazin-1-yl-methanone